C(C)(C)NC1=CC(=C2C(=N1)C=C(S2)C2=CC=NN2C2OCCCC2)NCC(CO)(C)C 3-(5-(isopropylamino)-2-(1-(tetrahydro-2H-pyran-2-yl)-1H-pyrazol-5-yl)thieno[3,2-b]pyridin-7-ylamino)-2,2-dimethyl-1-propanol